3-((tert-butoxycarbonyl)amino)cyclohexane-1-carboxylic acid C(C)(C)(C)OC(=O)NC1CC(CCC1)C(=O)O